ClC=1C=C(C=CC1)N1N=CC(=C1)[C@@H](C(=O)NC1=NNC(=C1)[C@@H]1C(C1)(F)F)C (S)-2-(1-(3-chlorophenyl)-1H-pyrazol-4-yl)-N-(5-((R)-2,2-difluorocyclopropyl)-1H-pyrazol-3-yl)propanamide